sodium tetrakis(heptafluoro-2-naphthyl)borate FC=1C(=C(C(=C2C(=C(C(=C(C12)F)[B-](C1=C(C2=C(C(=C(C(=C2C(=C1F)F)F)F)F)F)F)(C1=C(C2=C(C(=C(C(=C2C(=C1F)F)F)F)F)F)F)C1=C(C2=C(C(=C(C(=C2C(=C1F)F)F)F)F)F)F)F)F)F)F)F.[Na+]